vinylpyrrolidone tetrahydrofurfuryl-acrylate C(C1CCCO1)OC(C=C)=O.C(=C)N1C(CCC1)=O